BrC1=NC(=CC(=C1)C1CN(CC(N1)CO)C(=O)OC(C)(C)C)Cl tertbutyl 3-(2-bromo-6-chloropyridin-4-yl)-5-(hydroxymethyl)piperazine-1-carboxylate